3-[4-[(1S)-1-(2-chloro-5,6-dimethyl-pyrimidin-4-yl)oxyethyl]phenyl]-5-cyclopropyl-1,2,4-oxadiazole ClC1=NC(=C(C(=N1)O[C@@H](C)C1=CC=C(C=C1)C1=NOC(=N1)C1CC1)C)C